OC(C)(C)C(C)(C)O.CC=1C(=C(C=CC1)[SiH2]OB(O)O)C (dimethylphenyl)silylborate-pinacol